tert-butyl 2-((6-cyano-8-cyclopentyl-7-oxo-7,8-dihydropyrido[2,3-d]pyrimidin-2-yl)amino)-7,8-dihydro-1,6-naphthyridine-6(5H)-carboxylate C(#N)C1=CC2=C(N=C(N=C2)NC2=NC=3CCN(CC3C=C2)C(=O)OC(C)(C)C)N(C1=O)C1CCCC1